Cl.N1CCC(CC1)C1=CC=C(C=C1)C1C(NC(CC1)=O)=O 3-[4-(4-piperidyl)phenyl]piperidine-2,6-dione hydrochloride